[Ru].C(=C)P vinyl-phosphine ruthenium